ClC=1C=CC(=NC1)C(C(=O)N)(C)N1CC(CCC1)C1=NC=C(N=C1)OC (5-chloropyridin-2-yl)-2-(3-(5-methoxypyrazin-2-yl)piperidin-1-yl)propanamide